BrCC1(CC1)CBr 1,1-Bis(bromomethyl)cyclopropane